(1-hydroxybenzo[d][1,2,3]diazaborinin-2(1H)-yl)(2-methoxyphenyl)methanone OB1N(N=CC2=C1C=CC=C2)C(=O)C2=C(C=CC=C2)OC